{[3-(methylamino)-2-[(methylamino)methyl]propyl]sulfanyl}phosphonic acid CNCC(CSP(O)(O)=O)CNC